benzoic acid pentafluorophenyl ester FC1=C(C(=C(C(=C1OC(C1=CC=CC=C1)=O)F)F)F)F